FC1=C(COC2=CC=CC(=N2)C2CCN(CC2)C(=O)OC(C)(C)C)C=C(C=C1)C(=O)OC tert-butyl 4-(6-((2-fluoro-5-(methoxycarbonyl)benzyl)oxy)pyridin-2-yl)piperidine-1-carboxylate